CN(C)CC1=CC=2C3=C(N(C2C=C1)CC(F)(F)F)C(=NC(=N3)C(=O)OC)O Methyl 8-[(dimethylamino)methyl]-4-hydroxy-5-(2,2,2-trifluoroethyl)pyrimido[5,4-b]indole-2-carboxylate